15-((2-(2,6-dioxopiperidin-3-yl)-1-oxoisoindolin-4-yl)thio)pentadecanoic acid O=C1NC(CCC1N1C(C2=CC=CC(=C2C1)SCCCCCCCCCCCCCCC(=O)O)=O)=O